N-[4-fluoro-2-[rac-(3S)-3-(dimethylamino)pyrrolidin-1-yl]-5-[2-[rac-(2R,6S)-2,6-dimethylmorpholin-4-yl]pyrimidin-5-yl]phenyl]-6-oxo-4-(trifluoromethyl)-1H-pyridine-3-carboxamide FC1=CC(=C(C=C1C=1C=NC(=NC1)N1C[C@H](O[C@H](C1)C)C)NC(=O)C1=CNC(C=C1C(F)(F)F)=O)N1C[C@H](CC1)N(C)C |r|